C(C)OC(COC1=NOC(=C1)[C@H](C(=O)N1[C@@H](C[C@H](C1)O)C(=O)OC)C(C)C)OCC Methyl (2s,4R)-1-[(2R)-2-[3-(2,2-diethoxyethoxy)isoxazol-5-yl]-3-methyl-butanoyl]-4-hydroxy-pyrrolidine-2-carboxylate